[Na+].C(C1=CC(C(=O)[O-])=CC(C(=O)[O-])=C1)(=O)[O-].[Na+].[Na+] trimesic acid sodium salt